4-chloro-5-isopropyl-pyrrolo[3,2-d]Pyrimidine ClC=1C2=C(N=CN1)C=CN2C(C)C